(1R)-1-amino-1-(4-ethynylphenyl)-2-methyl-propan-2-ol N[C@@H](C(C)(O)C)C1=CC=C(C=C1)C#C